tert-butyl (2R,4R)-2-[[2-[(4,4-difluorocyclohexyl)amino]-1-(4-methyl-3-pyridyl)-2-oxo-ethyl]-[4-(pentafluoro-λ6-sulfanyl)phenyl]carbamoyl]-4-hydroxy-4-methyl-pyrrolidine-1-carboxylate FC1(CCC(CC1)NC(C(C=1C=NC=CC1C)N(C(=O)[C@@H]1N(C[C@](C1)(C)O)C(=O)OC(C)(C)C)C1=CC=C(C=C1)S(F)(F)(F)(F)F)=O)F